N-((1S,2R,3S,4R)-3-((4-Fluoro-3-(trifluoromethyl)phenyl)carbamoyl)bicyclo[2.2.1]heptan-2-yl)-6-methoxy-2-(5-oxa-2-azaspiro[3.4]octan-2-yl)benzo[d]thiazole-7-carboxamide FC1=C(C=C(C=C1)NC(=O)[C@@H]1[C@@H]([C@H]2CC[C@@H]1C2)NC(=O)C2=C(C=CC=1N=C(SC12)N1CC2(C1)OCCC2)OC)C(F)(F)F